benzyl (1S,2S,5R)-3-[(2S)-2-amino-3,3-dimethyl-butanoyl]-3-azabicyclo[3.2.0]heptane-2-carboxylate N[C@H](C(=O)N1[C@@H]([C@H]2CC[C@H]2C1)C(=O)OCC1=CC=CC=C1)C(C)(C)C